F[C@]1(C[C@H](N(CC1)CC1=CC=C(C=C1)OC)C)C(=O)OC |r| methyl rac-(2R,4R)-4-fluoro-1-[(4-methoxyphenyl)methyl]-2-methyl-piperidine-4-carboxylate